FC1=CC(=C(C=O)C=C1F)F 4,5-difluoro-2-fluorobenzaldehyde